N-[(1R)-1-(3-bromo-4-methoxy-phenyl)ethyl]-2-methyl-propane-2-sulfinamide BrC=1C=C(C=CC1OC)[C@@H](C)NS(=O)C(C)(C)C